(1-((5-bromo-2'-chloro-[1,1'-biphenyl]-2-yl)sulfonyl)-4-fluoropiperidin-4-yl)(3-((methylsulfonyl)methylene)azetidin-1-yl)methanone BrC=1C=CC(=C(C1)C1=C(C=CC=C1)Cl)S(=O)(=O)N1CCC(CC1)(F)C(=O)N1CC(C1)=CS(=O)(=O)C